FC1(C=2N(CCC1)N=CC2S(=O)(NC(NC2=C1CCCC1=CC=1CCCC21)=O)=N)F 4,4-difluoro-N-((1,2,3,5,6,7-hexahydro-s-indacen-4-yl)carbamoyl)-4,5,6,7-tetrahydropyrazolo[1,5-a]pyridine-3-sulfonimidamide